ClC1=CC2=C(N=C(N=C2N2[C@@H]3CCN([C@@H]3C2)C(C=C)=O)OCC23CCCN3CCC2)N=C1C1=CC=CC2=CC=CC(=C12)Cl ((1R,5R)-6-(6-chloro-7-(8-chloronaphthalen-1-yl)-2-((tetrahydro-1H-pyrrolizin-7a(5H)-yl)methoxy)pyridino[2,3-d]pyrimidin-4-yl)-2,6-diazabicyclo[3.2.0]hept-2-yl)prop-2-en-1-one